ClC=1C(=NON1)C(=O)NC1=CC=CC=C1 chloro-N-phenyl-1,2,5-oxadiazole-3-carboxamide